(S)-quinuclidin-3-yl (6'-(4-ethoxyphenyl)-3',4'-dihydro-1'H-spiro[cyclopropane-1,2'-naphthalen]-1'-yl)carbamate C(C)OC1=CC=C(C=C1)C=1C=C2CCC3(C(C2=CC1)NC(O[C@@H]1CN2CCC1CC2)=O)CC3